1,4-bis(bromoacetoxy)-2-butene BrCC(=O)OCC=CCOC(CBr)=O